2-(2-((5-(1-aminoisoquinolin-5-yl)-7-(aminomethyl)-1-(tetrahydro-2H-pyran-2-yl)-1H-indazol-3-yl)methoxy)phenyl)acetic acid NC1=NC=CC2=C(C=CC=C12)C=1C=C2C(=NN(C2=C(C1)CN)C1OCCCC1)COC1=C(C=CC=C1)CC(=O)O